8-amino-5,7-difluorochroman-4-one NC=1C(=CC(=C2C(CCOC12)=O)F)F